OC=1C=C(C=CC1C)N1C(=NC2=C(C1=O)SC=C2)C=2C=NC=CC2 3-(3-Hydroxy-4-Methylphenyl)-2-(Pyridin-3-yl)Thieno[3,2-d]Pyrimidin-4(3H)-One